BrC1=C(CCOCCO[C@H]2CN(CCCC2)C(=O)OC(C)(C)C)C(=CC(=C1)OCOC)C tert-butyl (R)-3-(2-(2-bromo-4-(methoxymethoxy)-6-methylphenethoxy)ethoxy)azepane-1-carboxylate